tertbutyl N-(6-bromohexyl)carbamate BrCCCCCCNC(OC(C)(C)C)=O